tributylamine ammonium salt [NH4+].C(CCC)N(CCCC)CCCC